P(=O)(OC[C@H]1O[C@H]([C@@H]([C@@H]1O)OC)N1C=2N=C(NC(C2N=C1)=O)N)(OCCCC)[O-].[NH4+] ammonium ((2R,3R,4R,5R)-5-(2-amino-1,9-dihydro-6H-purin-6-one-9-yl)-4-methoxy-3-hydroxytetrahydrofuran-2-yl)-methyl butyl phosphate